1-(2-methylpyridin-3-yl)dichloromethane CC1=NC=CC=C1C(Cl)Cl